C(C)(C)(C)OC(=O)N(C(CCC)C=1C=C(C=CC1)\C=C/C(=O)[O-])C (Z)-3-(3-(1-((tert-butoxycarbonyl)(methyl)amino) butyl)phenyl)acrylate